COC(\C=C\C(C(O)C1=CC=C(C=C1)F)O)=O (2E)-5-(4-fluorophenyl)-4,5-dihydroxypent-2-enoic acid methyl ester